(R)-3-Amino-1-(2-((6-amino-9H-purin-9-yl)methyl)-3-(azetidin-1-ylmethyl)-4-fluorophenyl)-N-cyclopropylpyrrolidin-3-carboxamid N[C@]1(CN(CC1)C1=C(C(=C(C=C1)F)CN1CCC1)CN1C2=NC=NC(=C2N=C1)N)C(=O)NC1CC1